CC(C)[C@@H]1CC[C@@]2(CCCC(=C)[C@@H]2[C@H]1O)C The molecule is a eudesmane sesquiterpenoid that is 4a-methyl-8-methylidene-decahydronaphthalene carrying additional hydroxy and isopropyl substituents at positions 1 and 2 respectively (the 1S,2S,4aS,8aS-diastereomer). It is a eudesmane sesquiterpenoid, a secondary alcohol and a homoallylic alcohol.